ClC=1C2=C(N=C(N1)N)C=CN2CC2=C(C=C(C=C2)CCl)OC 4-chloro-5-[[4-(chloromethyl)-2-methoxy-phenyl]methyl]pyrrolo[3,2-d]pyrimidin-2-amine